ClC=1C=C(C=C(C1)NS(=O)(=O)C)NC(=O)C=1SC(=C(C1)C1=NC=C(C=C1C=1C=NC=C(C1)F)F)C N-(3-chloro-5-(methylsulfonamido)phenyl)-4-(5,5'-difluoro-[3,3'-bipyridin]-2-yl)-5-methylthiophene-2-carboxamide